C(C)(C)(C)C1=C(SC2=NC=3CCCCC3C=C21)C(=O)N[C@H](CCN2CCCCC2)C2=CC=C(C=C2)C2=COC=C2 |r| rac-(6S)-tert-butyl-N-[rac-(1R)-1-[4-(3-furyl)phenyl]-3-(1-piperidyl)propyl]-5,6,7,8-tetrahydrothieno[2,3-b]quinoline-2-carboxamide